β-hydroxyvalerat OC(CC(=O)[O-])CC